7-[5-(2,2-Difluoropropyl)-6-oxo-4-{4-[(2,2,3,3-tetrafluoro-2,3-dihydro-1,4-benzodioxin-6-yl)oxy]phenyl}-1,4,5,6-tetrahydropyrrolo[3,4-c]pyrazol-3-yl]-1,3-benzoxazol-2(3H)-one FC(CN1C(C=2NN=C(C2C1C1=CC=C(C=C1)OC1=CC2=C(OC(C(O2)(F)F)(F)F)C=C1)C1=CC=CC=2NC(OC21)=O)=O)(C)F